CC=1N=C(C=2N(C1)C=C(C2)[N+](=O)[O-])O 3-methyl-7-nitro-pyrrolo[1,2-a]-pyrazin-1-ol